C12N(CC(NC1)C2)C2=NC(=NC1=C(C(=C(C=C21)Cl)C2=CC(=CC1=CC=CC=C21)O)F)OC[C@H]2N(CCC2)C 4-(4-(2,5-diazabicyclo[2.2.1]heptan-2-yl)-6-chloro-8-fluoro-2-(((S)-1-methylpyrrolidin-2-yl)methoxy)quinazolin-7-yl)naphthalen-2-ol